NC(C(=O)O)CC1=CC=C(C=C1)NC(=O)N 2-amino-3-(4-ureidophenyl)propanoic acid